ClC=1C(=NC=C(N1)NC(CO)(C)C)C(=O)NC1=CC(=CC=C1)S(=O)(=O)C1CCCC1 3-chloro-N-(3-(cyclopentylsulfonyl)phenyl)-5-((1-hydroxy-2-methylpropan-2-yl)amino)pyrazine-2-carboxamide